BrC=1C=C2C(=CC1)C(NCC21CC1)=O 6-bromospiro[2,3-dihydroisoquinolin-4,1'-cyclopropan]-1-one